1-((4-amino-7-bromo-1-(4-methoxybenzyl)-1H-imidazo[4,5-c]quinolin-2-yl)methyl)pyrrolidin-2-one NC1=NC=2C=C(C=CC2C2=C1N=C(N2CC2=CC=C(C=C2)OC)CN2C(CCC2)=O)Br